FC(C1=NC=C(C=N1)B(O)O)F 2-(difluoromethyl)pyrimidin-5-ylboronic acid